OC=1C=C(C=CC1)C(C=CC1=NC2=CC=C(C=C2C=C1)OC)=O 1-(3-hydroxyphenyl)-3-(6-methoxyquinolin-2-yl)prop-2-en-1-one